(S)-tert-butyl 3-(4-(N-(5-chloro-4-(cyclopentylmethoxy)-2-fluorobenzoyl)sulfamoyl)-phenoxy)pyrrolidine-1-carboxylate ClC=1C(=CC(=C(C(=O)NS(=O)(=O)C2=CC=C(O[C@@H]3CN(CC3)C(=O)OC(C)(C)C)C=C2)C1)F)OCC1CCCC1